C1(CC1)N1C=C(C(C2=CC(=C(C=C12)OCCNC(OC)=O)F)=O)CN(CC1=CC(=NC=C1)C)[C@@H]1CN(CCC1)C=1C=NC(=CC1)C methyl N-(2-{[1-cyclopropyl-6-fluoro-3-({[(3S)-1-(6-methylpyridin-3-yl)piperidin-3-yl][(2-methylpyridin-4-yl)methyl]amino}methyl)-4-oxo-1,4-dihydroquinolin-7-yl]oxy}ethyl)carbamate